ClC=1C=C(C(=O)NNC(CC)=O)C=CC1F 3-chloro-4-fluoro-N'-propionylbenzohydrazide